(3S)-5,6-dichloro-1'-(2-hydroxyacetyl)-7-methyl-1H-spiro[indol-3,3'-pyrrolidin]-2-one ClC=1C=C2C(=C(C1Cl)C)NC([C@]21CN(CC1)C(CO)=O)=O